1-bromo-2,3-dichloro-5-(methoxymethoxy)benzene BrC1=C(C(=CC(=C1)OCOC)Cl)Cl